C(C1=CC=CC=C1)N1C[C@H](C[C@H](C1)C)N (3S,5R)-1-benzyl-5-methyl-piperidin-3-amine